N1CCC2(CC1)C(C1=CC=CC=C1C2)N dihydrospiro[indene-2,4'-piperidin]-1-amine